FC(C(=O)N1[C@H](CN(CC1)C=1C2=C(N=C(N1)OC[C@H]1N(CCC1)C)CN(CC2)C2=CC=CC1=CC=CC(=C21)C([2H])([2H])[2H])C)=C 2-fluoro-1-((S)-2-methyl-4-(7-(8-(methyl-d3)naphthalen-1-yl)-2-(((S)-1-methylpyrrolidin-2-yl)methoxy)-5,6,7,8-tetrahydropyrido[3,4-d]pyrimidin-4-yl)piperazin-1-yl)-2-propen-1-one